4-(4-((1R,5S)-3,8-diazabicyclo[3.2.1]octan-3-yl)-8-fluoro-2-(2-((S)-2-methylpyrrolidin-1-yl)ethyl)quinazolin-7-yl)naphthalen-2-ol [C@H]12CN(C[C@H](CC1)N2)C2=NC(=NC1=C(C(=CC=C21)C2=CC(=CC1=CC=CC=C21)O)F)CCN2[C@H](CCC2)C